1,8-di(piperidin-4-yl)octane N1CCC(CC1)CCCCCCCCC1CCNCC1